N-(1-methyl-3-(4'-(pyridin-2-ylmethoxy)-4,5,5',6'-tetrahydro-2H-spiro[furan-3,8'-pyrano[3,4-b]pyridin]-2'-yl)-1H-pyrrolo[2,3-c]pyridin-5-yl)acetamide CN1C=C(C=2C1=CN=C(C2)NC(C)=O)C2=CC(=C1C(=N2)C2(OCC1)COCC2)OCC2=NC=CC=C2